3-bromo-2-hydroxy-5-nitro-benzaldehyde BrC=1C(=C(C=O)C=C(C1)[N+](=O)[O-])O